OCC1=C(OCCCNC(OCC2=CC=CC=C2)=O)C=CC=C1 Benzyl (3-(2-(hydroxymethyl)phenoxy)propyl)carbamate